4-(benzyloxy)-3,5-dioxo-N-(2,4,6-trifluorobenzyl)-3,5,8,13-tetrahydro-7H-6,13-methanobenzo[g]pyrido[1,2-a][1,4]diazonine-2-carboxamide C(C1=CC=CC=C1)OC=1C(C(=CN2C1C(N1CCC3=C(C2C1)C=CC=C3)=O)C(=O)NCC3=C(C=C(C=C3F)F)F)=O